The molecule is a monocarboxylic acid amide having a 2-phenylpropan-2-yl substituent attached to the amide nitrogen and a 1-bromo-2,2-dimethylpropyl group attached to the carbonyl carbon. It has a role as a herbicide. It is a monocarboxylic acid amide and an organobromine compound. CC(C)(C)C(C(=O)NC(C)(C)C1=CC=CC=C1)Br